O=C([C@H](O)[C@@H](O)[C@H](O)[C@H](O)CO)[3H] [1-3H]-glucose